C(=O)[O-].C(C)[N+]1=CC=CC=C1 ethylpyridinium formate